[Si](C)(C)(C(C)(C)C)OCCC=1C=NN(C1)C 4-(2-(tert-butyldimethylsilyloxy)ethyl)-1-methylpyrazole